5-chloro-N2-(4-((2S,6R)-2,6-dicyclopropyl-1-(oxetan-3-yl)-1,2,3,6-tetrahydropyridin-4-yl)-2-isopropoxy-5-methyl-phenyl)-N4-(2-(isopropylsulfonyl)phenyl)pyrimidine-2,4-diamine ClC=1C(=NC(=NC1)NC1=C(C=C(C(=C1)C)C=1C[C@H](N([C@@H](C1)C1CC1)C1COC1)C1CC1)OC(C)C)NC1=C(C=CC=C1)S(=O)(=O)C(C)C